(3R,5S)-4,4-difluoro-3-methyl-5-[3-[[1-methyl-3-[2-(methylamino)-2-oxo-ethoxy]-6-nitro-2-oxo-8-quinolinyl]oxy]propyl]piperidine-1-carboxylic acid tert-butyl ester C(C)(C)(C)OC(=O)N1C[C@H](C([C@H](C1)CCCOC=1C=C(C=C2C=C(C(N(C12)C)=O)OCC(=O)NC)[N+](=O)[O-])(F)F)C